Bromo-6-methyl-5-(trifluoromethyl)-1H-indazole BrN1N=CC2=CC(=C(C=C12)C)C(F)(F)F